CO[C@@H]1C[C@@H](CC1)NC1=NC(=NN2C1=C(C(=C2)C2=CC=NC=C2)C2=CC=CC=C2)C=2N(C=CN2)C |r| rac-N-((1R,3S)-3-Methoxycyclopentyl)-2-(1-methyl-1H-imidazol-2-yl)-5-phenyl-6-(pyridin-4-yl)pyrrolo[2,1-f][1,2,4]triazin-4-amine